BrC1=CC=C(C=N1)N1CCN(CCC1)C(=O)OC(C)(C)C tert-butyl 4-(6-bromopyridin-3-yl)-1,4-diazacycloheptane-1-carboxylate